BrC1=NN(C2=NC(=NC(=C21)NC2CCCCC2)Cl)CC2=CC=C(C=C2)OC 3-bromo-6-chloro-N-cyclohexyl-1-(4-methoxybenzyl)-1H-pyrazolo[3,4-d]pyrimidin-4-amine